ClC1=CC(=C(CN2CCCC23CCN(CC3)C(=O)OC(C(F)(F)F)C(F)(F)F)C=C1)N1CCN(CC1)S(=O)(=O)C 1,1,1,3,3,3-hexafluoropropan-2-yl 1-(4-chloro-2-(4-(methylsulfonyl) piperazin-1-yl) benzyl)-1,8-diazaspiro[4.5]decane-8-carboxylate